2-[3-(3-hydroxypropyl)isoxazol-5-yl]-3-methyl-butyric acid methyl ester COC(C(C(C)C)C1=CC(=NO1)CCCO)=O